4,5-dihydroisothiazol S1N=CCC1